(1,3-bis(N-carbazolyl))Benzene methyl-(2-(4-((tert-butoxycarbonyl)amino)bicyclo[2.2.2]octan-1-yl)thiazole-4-carbonyl)-L-serinate CN([C@@H](CO)C(=O)O)C(=O)C=1N=C(SC1)C12CCC(CC1)(CC2)NC(=O)OC(C)(C)C.C2=CC=CC=1C3=CC=CC=C3N(C21)C2=CC(=CC=C2)N2C1=CC=CC=C1C=1C=CC=CC21